(cyclopropylmethyl)(2-methoxyethyl)amine C1(CC1)CNCCOC